FC1=C(C=C(C=C1)NC(C(=O)C1=CC=C(OC=2C(=NC=CC2)C(=O)NC)C=C1)=O)C(F)(F)F (4-(2-((4-fluoro-3-(trifluoromethyl)phenyl)amino)-2-oxoacetyl)phenoxy)-N-methylpyridine-carboxamide